N1(CCC1)C1=CC=2C(N=C1)=NN(C2)C=2C=C(C=CC2F)N2CCC2 N-{3-[5-(azetidin-1-yl)-2H-pyrazolo[3,4-b]pyridin-2-yl]-4-fluorophenyl}azetidine